(2S,5R)-5-((2-(2,6-Dioxopiperidin-3-yl)-1-oxoisoindolin-5-yl)oxy)-N,2-dimethylpiperidin-1-carboxamide O=C1NC(CCC1N1C(C2=CC=C(C=C2C1)O[C@@H]1CC[C@@H](N(C1)C(=O)NC)C)=O)=O